C(C)(C)(C)OC(=O)C1=CC=C(OC(C(=O)O)(C)C)C=C1 2-(4-(tert-Butoxycarbonyl)phenoxy)-2-methylpropanoic acid